CN(CCCN(CCCN(C)C)C)C N-[3-(dimethylamino)propyl]-N,N',N'-trimethylpropane-1,3-diamine